(S)-1-(3-cyanophenylmethyl)-N-(5-methyl-4-oxo-2,3,4,5-tetrahydropyrido[3,2-b][1,4]oxazepin-3-yl)-1H-1,2,4-triazole-3-carboxamide C(#N)C=1C=C(C=CC1)CN1N=C(N=C1)C(=O)N[C@@H]1C(N(C2=C(OC1)C=CC=N2)C)=O